COC1=C(C=C(C=C1C)[S+](C)C)C (4-methoxy-3,5-dimethylphenyl)dimethylsulfonium